3-hydroxy-1-indenone OC1=CC(C2=CC=CC=C12)=O